CN(CCOC=1C=CC(=C(C(=O)OC)C1)C)C Methyl 5-(2-(dimethylamino)ethoxy)-2-methylbenzoate